NC1=NC=CC(=N1)C=1C2=C(C(=NC1)NCC=1C=CC(=C(C(=O)NC3CCOCC3)C1)F)CCO2 5-(((7-(2-Aminopyrimidin-4-yl)-2,3-dihydrofuro[3,2-c]pyridin-4-yl)amino)methyl)-2-fluoro-N-(tetrahydro-2H-pyran-4-yl)benzamid